N1=CN=CC2=CC=C3C(=C12)CCC3 8,9-dihydro-7H-cyclopenta[h]quinazolin